ClC1=NC=2N(C(=C1)NCC1=CC=C(C=C1)C1=NC=CC=N1)N=CC2C#N 5-chloro-7-((4-(pyrimidin-2-yl)benzyl)amino)pyrazolo[1,5-a]pyrimidine-3-carbonitrile